N-(2,4-Dimethoxybenzyl)-N-(1-(2-methoxy-4-(methylsulfonamido)phenyl)-6-(pyrazolo[1,5-a]pyrimidin-3-yl)-1H-pyrazolo[4,3-c]pyridin-3-yl)-2-(4-methylpiperazin-1-yl)acetamide COC1=C(CN(C(CN2CCN(CC2)C)=O)C2=NN(C3=C2C=NC(=C3)C=3C=NN2C3N=CC=C2)C2=C(C=C(C=C2)NS(=O)(=O)C)OC)C=CC(=C1)OC